OC1=C(C(=CC(=C1)C(F)(F)F)C)C1=CC=C(N=N1)NC1C(N(CCC1)C)=O 3-((6-(2-hydroxy-6-methyl-4-(trifluoromethyl)phenyl)pyridazin-3-yl)amino)-1-methylpiperidin-2-one